2,6-Bis-[3,5-dimethyl-4-hydroxyphenyl-methyl]-4-methylphenol CC=1C=C(C=C(C1O)C)CC1=C(C(=CC(=C1)C)CC1=CC(=C(C(=C1)C)O)C)O